2-amino-2-benzyl-1-(4-morpholin-4-yl-phenyl)-propan-1-one NC(C(=O)C1=CC=C(C=C1)N1CCOCC1)(C)CC1=CC=CC=C1